phenylpropanamide octadecyl-propyl-dimethylaminoacetate C(CCCCCCCCCCCCCCCCC)OC(C(N(C)C)CCC)=O.C1(=CC=CC=C1)C(C(=O)N)C